C1(CCCCC1)P(C1(C(C(=CC=C1)C(C)C)C1=C(C=CC=C1)C1=CC=CC=C1)C(C)C)C1CCCCC1 (2-dicyclohexylphosphino-2,6-diisopropylphenyl)(2,1-biphenyl)